ClC1=CC=C(C=C1)C1=C(C=CC=C1)CN1CC2N(C(C1)C2)C(=O)C=2C(=C1CN(C(C1=CC2)=O)C2C(NC(CC2)=O)=O)F 3-(5-(3-((4'-chloro-[1,1'-biphenyl]-2-yl)methyl)-3,6-diazabicyclo[3.1.1]heptane-6-carbonyl)-4-fluoro-1-oxoisoindolin-2-yl)piperidine-2,6-dione